(6-(azetidin-3-yl)pyridin-3-yl)-5-(2,3-dihydro-1H-inden-4-yl)-6-methoxy-1-(4-methoxybenzyl)-1H-pyrazolo[4,3-b]pyridine N1CC(C1)C1=CC=C(C=N1)C1=NN(C=2C1=NC(=C(C2)OC)C2=C1CCCC1=CC=C2)CC2=CC=C(C=C2)OC